ClC=1C=2C(N=C3N(C2C=CC1)C1=CC(=CC=C1C31CC(C1)F)C1CCNCC1)=O 4'-chloro-3-fluoro-10'-(piperidin-4-yl)-5'H-spiro[cyclobutane-1,7'-indolo[1,2-a]quinazolin]-5'-one